2,4-Dimethoxybenzyl (S)-2-((2-aminoacetylamino) methoxy)-2-cyclopropylacetate NCC(=O)NCO[C@H](C(=O)OCC1=C(C=C(C=C1)OC)OC)C1CC1